N-(1-(3,3-difluorocyclobutyl)-2-oxo-1,2-dihydropyridin-3-yl)-2-(4,4-dimethyl-1,4-azasilinan-1-yl)-4-(methylsulfonyl)benzamide FC1(CC(C1)N1C(C(=CC=C1)NC(C1=C(C=C(C=C1)S(=O)(=O)C)N1CC[Si](CC1)(C)C)=O)=O)F